Racemic-3-(3-cyano-4-fluorophenyl)-1-(8-fluoro-6-oxo-1,4,5,6-tetrahydro-2H-thiopyrano[3,4-c]isoquinolin-1-yl)-1-methylurea C(#N)C=1C=C(C=CC1F)NC(N(C)[C@H]1CSCC=2NC(C=3C=C(C=CC3C21)F)=O)=O |r|